(±)-3-(4-isopropyl-1-cyclopenten-1-yl)-2-methylpropionaldehyde C(C)(C)C1CC=C(C1)CC(C=O)C